1,2-diphenyl-3-(trifluoromethyl)naphthalene C1(=CC=CC=C1)C1=C(C(=CC2=CC=CC=C12)C(F)(F)F)C1=CC=CC=C1